(6aS)-4-iodo-8-(methoxymethyl)-6a,7,8,9-tetrahydro-6H-pyrido[3,2-b]pyrrolo[1,2-d][1,4]oxazine IC1=CC=NC2=C1OC[C@H]1N2CC(C1)COC